COC=1C=C(C=CC1)C/C=C/N1CCNCC1 4-((E)-3-(3-methoxyphenyl)propen-1-yl)piperazin